(S)-1-((6-chloro-7-((2-methyl-[1,1'-biphenyl]-3-yl)methoxy)-2,3-dihydro-1H-inden-4-yl)methyl)piperidine-2-carboxylic acid ClC1=CC(=C2CCCC2=C1OCC=1C(=C(C=CC1)C1=CC=CC=C1)C)CN1[C@@H](CCCC1)C(=O)O